C(C1=CC=CC=C1)N1[C@@H](C[C@@H](C1)C(=O)OC)C(=O)OC dimethyl (2S,4S)-1-benzylpyrrolidine-2,4-dicarboxylate